BrC1=CC=C(C=C1)C=1NC2=CC=C(C=C2C(C1)=O)C(=O)OCC ethyl 2-(4-bromophenyl)-4-oxo-1,4-dihydroquinoline-6-carboxylate